9-(N-decyl-4-(dimethylamino)butyrylamino)-2-fluorooctadecanoic acid C(CCCCCCCCC)N(C(CCCCCCC(C(=O)O)F)CCCCCCCCC)C(CCCN(C)C)=O